1-[2,4-dichloro-5-(1,1,2,2-tetrafluoroethoxy)phenyl]-3-[1-(2-pyrimidin-2-yl-1,2,4-triazol-3-yl)ethyl]urea ClC1=C(C=C(C(=C1)Cl)OC(C(F)F)(F)F)NC(=O)NC(C)C=1N(N=CN1)C1=NC=CC=N1